methyl 2-((1R,3R,5S)-3-((5-cyclopropyl-3-(2,6-dichlorophenyl) isoxazol-4-yl) methoxy)-8-azabicyclo[3.2.1]oct-8-yl)-6,7-dihydrobenzofuro[7,6-d]thiazole-5-carboxylate C1(CC1)C1=C(C(=NO1)C1=C(C=CC=C1Cl)Cl)COC1C[C@H]2CC[C@@H](C1)N2C=2SC1=C(N2)C2=C(CCO2)C(=C1)C(=O)OC